1,4-dioxa-7,9-diphenyl-8-[2,6-bis(2,4,6-trimethoxyphenyl)phenyl]-8-phospha-spiro[4.5]decane C1(=CC=CC=C1)C1CC2(OCCO2)CC(P1C1=C(C=CC=C1C1=C(C=C(C=C1OC)OC)OC)C1=C(C=C(C=C1OC)OC)OC)C1=CC=CC=C1